3-bromo-2-(6-(difluoromethyl)pyridin-2-yl)-5,6-dihydro-4H-pyrrolo[1,2-b]pyrazole BrC1=C2N(N=C1C1=NC(=CC=C1)C(F)F)CCC2